4-{3-[4-(difluoromethoxy)-3-ethoxybenzyl]-6-[2-fluoro-1-(fluoromethyl)ethoxy]-2,4-dioxo-3,4-dihydroquinazolin-1(2H)-yl}piperidine-1-carbaldehyde FC(OC1=C(C=C(CN2C(N(C3=CC=C(C=C3C2=O)OC(CF)CF)C2CCN(CC2)C=O)=O)C=C1)OCC)F